4-(dimethyl-aminomethyl)phenyl-acrylamide CC(C1=CC=C(C=C1)C(C(=O)N)=C)(N)C